O1C(=NCC1)NC=1C=C2C(=NC(=NC2=C2C1CCC2)C)N[C@H](C)C=2C=C(C=C(C2)C(F)(F)F)NC(C)=O (R)-N-(3-(1-((6-((4,5-dihydrooxazol-2-yl)amino)-2-methyl-8,9-dihydro-7H-cyclopenta[h]quinazolin-4-yl)amino)ethyl)-5-(trifluoromethyl)phenyl)acetamide